NC1=C(C=C(C=C1)O)NC(=O)N1C=CC2=C1N=CN=C2N(C)[C@H]2CN(CC[C@H]2C)C(CC#N)=O N-(2-amino-5-hydroxyphenyl)-4-(((3R,4R)-1-(2-cyanoacetyl)-4-methylpiperidin-3-yl)(methyl)amino)-7H-pyrrolo[2,3-d]pyrimidine-7-carboxamide